Sodium (2S,5R)-2-(N-(1-(ethoxycarbonyl) piperidin-4-yl) carbamimidoyl)-7-oxo-1,6-diazabicyclo[3.2.1]octan-6-yl sulfate S(=O)(=O)(ON1[C@@H]2CC[C@H](N(C1=O)C2)C(NC2CCN(CC2)C(=O)OCC)=N)[O-].[Na+]